FC(C=1C2=CN(N=C2C(=C(C1)C#CC1=CC=C(C=C1)C=O)C)C(C(=O)NC=1SC=CN1)C1=C2N(C=N1)C1(CC1)CC2)F 2-[4-(difluoromethyl)-6-[2-(4-formylphenyl)ethynyl]-7-methyl-indazol-2-yl]-2-spiro[6,7-dihydropyrrolo[1,2-c]imidazol-5,1'-cyclopropan]-1-yl-N-thiazol-2-yl-acetamide